C(C)(C)(C)OC(=O)N[C@H](C(=O)NC1=CC=C(CCN(C(CCC(CCC(=O)O)(C)C)=O)C)C=C1)CC(C)(C)C (S)-7-((4-(2-((Tert-butoxycarbonyl)amino)-4,4-dimethylpentanamido)phenethyl)(methyl)amino)-4,4-dimethyl-7-oxoheptanoic acid